CC1=CC(=NC=C1C(F)(F)F)NC(=O)N1[C@H](CCC1)C(=O)NC=1C=CC(=NC1)C1=CC=C(C(=O)O)C=C1 4-{5-[(1-{[4-methyl-5-(trifluoromethyl)pyridin-2-yl]carbamoyl}-D-prolyl)amino]pyridin-2-yl}benzoic acid